O1COC2=C1C=CC(=C2)[C@H](C)N2CCN(CC2)C=2SC(=CN2)C(=O)NC 2-{4-[(1S)-1-(2H-1,3-benzodioxol-5-yl)ethyl]piperazin-1-yl}-N-methyl-1,3-thiazole-5-carboxamide